ClC1=CC=C(C2=C1C=CO2)C2(CC=CC=C2)C 2-(4-chlorobenzofuran-7-yl)-2-methylbenzene